(3S,5S)-4,4-difluoro-3-(methanesulfonylaminomethyl)-5-methyl-piperidine-1-carboxylic acid benzyl ester C(C1=CC=CC=C1)OC(=O)N1C[C@H](C([C@H](C1)C)(F)F)CNS(=O)(=O)C